(R)-1-(2-chloro-5-fluoropyridin-3-yl)ethyl (4-(5-aminopyridin-2-yl)-1-methyl-1H-1,2,3-triazol-5-yl)carbamate NC=1C=CC(=NC1)C=1N=NN(C1NC(O[C@H](C)C=1C(=NC=C(C1)F)Cl)=O)C